N1(CCCCC1)C1=C(C=C(N)C=C1)C(F)(F)F 4-(piperidin-1-yl)-3-(trifluoromethyl)aniline